4-[3-(2,4-dioxohexahydropyrimidin-1-yl)-1-methyl-indazol-6-yl]-3-methoxy-piperidine-1-carboxylate O=C1N(CCC(N1)=O)C1=NN(C2=CC(=CC=C12)C1C(CN(CC1)C(=O)[O-])OC)C